Cl.Cl.NC=1SC=C(N1)CC(=O)N1CCC(CC1)N1CCCCC1 2-(2-amino-1,3-thiazol-4-yl)-1-(1,4'-bipiperidin-1'-yl)ethanone dihydrochloride